(3R,6S)-1,1-difluoro-5-azaspiro[2.4]heptane-5,6-dicarboxylic acid 5-(tert-butyl) 6-methyl ester COC(=O)[C@H]1N(C[C@]2(CC2(F)F)C1)C(=O)OC(C)(C)C